C(C)(C)(C)OC(NCCN1C2=C(OCC1=O)C=C(C=C2)Br)=O (2-(7-bromo-3-oxo-2,3-dihydro-4H-benzo[b][1,4]oxazin-4-yl)ethyl)carbamic acid tert-butyl ester